FC(F)C1=C2C(=NN=C1)NCC1N2CC(C1)O (difluoromethyl)-5,6,6a,7,8,9-hexahydropyrrolo[1',2':4,5]pyrazino[2,3-c]pyridazin-8-ol